biphenyl-4,4'-dicarbonyl dibromide C1(=CC=C(C=C1)C(=O)Br)C1=CC=C(C=C1)C(=O)Br